1-(trifluoromethyl)cyclopropanamine FC(C1(CC1)N)(F)F